N-(1-benzyl-1H-indazol-5-yl)-1-cyano-pyrrolidine-3-carboxamide C(C1=CC=CC=C1)N1N=CC2=CC(=CC=C12)NC(=O)C1CN(CC1)C#N